C(C)(C)(C)OC(CNC(CCCNC(=O)C(CCCCNC(COCCOCCOCCOCCOCCOCCOCCOCCOCCOC)=O)NC(CCCNC(C=CC(=O)O)=O)=O)=O)=O 37-((4-((2-(tert-butoxy)-2-oxoethyl)amino)-4-oxobutyl)carbamoyl)-31,39,44-trioxo-2,5,8,11,14,17,20,23,26,29-decaoxa-32,38,43-triazaheptatetracont-45-en-47-oic acid